FC(C1=NN=C(O1)C1=CC=C(CN2N=NC(=C2)C=2C=C3C(=CC2)NC(C32CN(CC2)C(=O)OC(C)(C)C)=O)C=C1)F tert-butyl 5-(1-(4-(5-(difluoromethyl)-1,3,4-oxadiazol-2-yl) benzyl)-1H-1,2,3-triazol-4-yl)-2-oxospiro[indoline-3,3'-pyrrolidine]-1'-carboxylate